N1=NC=C(C=C1)NC1=CC=C2C=CNC(C2=C1)=O 7-(pyridazin-4-ylamino)isoquinolin-1(2H)-one